diethyl (R)-(2-(3-hydroxyphenyl)propyl)phosphonate OC=1C=C(C=CC1)[C@H](CP(OCC)(OCC)=O)C